1-methyl-1-(2-(pyrazolo[1,5-a]pyridine-3-carbonyl)-2-azaspiro[3.3]heptan-6-yl)-3-(5-(trifluoromethyl)pyridin-3-yl)urea CN(C(=O)NC=1C=NC=C(C1)C(F)(F)F)C1CC2(CN(C2)C(=O)C=2C=NN3C2C=CC=C3)C1